N-[3-(2,7-diazaspiro[4.5]dec-2-ylcarbonyl)-2-methylphenyl]-2-furamide C1N(CCC12CNCCC2)C(=O)C=2C(=C(C=CC2)NC(=O)C=2OC=CC2)C